C1(=CC=C(C=C1)C1=NC(=NC(=N1)Cl)Cl)C1=CC=CC=C1 2-(4-biphenylyl)-4,6-dichloro-1,3,5-triazine